N1=NC=CC2=CC=CC=C12 Aza-quinoline